FC=1C=C2CC(CC2=CC1F)NC1=NC=C(C=N1)C=CC=O 3-(2-((5,6-difluoro-2,3-dihydro-1H-inden-2-yl)amino)pyrimidin-5-yl)prop-2-en-1-one